N[C@@H]1[C@@H](OCC12CCN(CC2)C=2N=CC(=NC2)SC=2C(=C1C(N(C=NC1=CC2)CC=2C=NC(=CC2)N)=O)Cl)C 6-((5-((3S,4S)-4-amino-3-methyl-2-oxa-8-azaspiro[4.5]decan-8-yl)pyrazin-2-yl)thio)-3-((6-aminopyridin-3-yl)methyl)-5-chloroquinazolin-4(3H)-one